BrC1=C(N=C(S1)C1(CC(C2=C(N=CO2)C1)(C)C)OC)C 5-(5-bromo-4-methylthiazol-2-yl)-5-methoxy-7,7-dimethyl-4,5,6,7-tetrahydrobenzo[d]oxazole